3,5-Dibromo-4-Nitrosobenzenesulfonic Acid, Sodium Salt [Na+].BrC=1C=C(C=C(C1N=O)Br)S(=O)(=O)[O-]